C(C)N1C2=C([C@@H]([C@@H](C1=O)NC(C1=CC(=CC=C1)C(F)(F)F)=O)C1=CC=C(C=C1)F)C(=NN2CCC)C N-[(4S,5S)-7-ethyl-4-(4-fluorophenyl)-3-methyl-6-oxo-1-propyl-1H,4H,5H,6H,7H-pyrazolo[3,4-b]pyridin-5-yl]-3-(trifluoromethyl)benzamide